NC=1C(NC=2C=C(C(=NC2C1C1=C2C=NNC2=C(C=C1)F)N1CCN(CC1)C(=O)OC(C)(C)C)C)=O tert-Butyl 4-(7-amino-8-(7-fluoro-1H-indazol-4-yl)-3-methyl-6-oxo-5,6-dihydro-1,5-naphthyridin-2-yl)piperazine-1-carboxylate